tri-(trimethylsilyl)silane C[Si](C)(C)[SiH]([Si](C)(C)C)[Si](C)(C)C